METHYLPHTHALIDE CC1OC(=O)C2=CC=CC=C12